[Zn].O1N=CCC1 Isoxazoline Zinc